BrC=1C=C2C(N3C(=NC2=CC1)C(C1=CC(=CC=C13)F)=O)=O 2-bromo-8-fluoro-6H,12H-indolo[2,1-b]quinazoline-6,12-dione